NC1=NN2C(C=C(C=C2)C=2C=C(C(=NC2)Cl)C(=O)NCC2=CC(=CC=C2)OCC2CC2)=N1 5-{2-amino-[1,2,4]triazolo[1,5-a]pyridin-7-yl}-2-chloro-N-{[3-(cyclopropylmethoxy)phenyl]methyl}pyridine-3-carboxamide